CC=1C=C2C(C=C(OC2=C(C1)C(C)NC1=C(C(=O)O)C=CC=C1)N1CCCC1)=O 2-[1-(6-Methyl-4-oxo-2-pyrrolidin-1-yl-chromen-8-yl)ethylamino]benzoic Acid